NC1=CC=C(C=N1)NC1=CC(=NC=2N1N=CC2C#N)NC2=CC(=C(C=C2)C2CC2)C[S@](=O)C |r| (±)-7-((6-Aminopyridin-3-yl)amino)-5-((4-cyclopropyl-3-((methylsulfinyl)methyl)phenyl)amino)pyrazolo[1,5-a]pyrimidine-3-carbonitrile